N1(N=CC=C1)CCNC(=O)C1=NOC(=C1)C=1SC=CC1Cl N-(2-(1H-pyrazol-1-yl)ethyl)-5-(3-chlorothiophen-2-yl)isoxazole-3-carboxamide